NC1=CC=C(C=C1)C1=C(C(=NN1)NC1=C(C=C(C=C1)O)C)F 4-((5-(4-aminophenyl)-4-fluoro-1H-pyrazol-3-yl)amino)-3-methylphenol